C1(CC1)CCOC1=CC=2CC(N3C(C2C2=C1OCC2)=CC(C(=C3)C(=O)O)=O)C(C)C 4-(2-Cyclopropylethoxy)-7-isopropyl-11-oxo-2,6,7,11-tetrahydro-1H-furo[2,3-H]pyrido[2,1-a]isoquinoline-10-carboxylic acid